tert-butyl 3-(1-methylpiperidin-4-yl)azetidine-1-carboxylate CN1CCC(CC1)C1CN(C1)C(=O)OC(C)(C)C